BrC=1C=C2C(=C(C(=NC2=C2C=CC=NC12)OCC1=CC=C(C=C1)OC)N)C1=C2C=NN(C2=C(C(=C1)F)F)C1OCCCC1 6-Bromo-4-[6,7-difluoro-1-(oxan-2-yl)indazol-4-yl]-2-[(4-methoxyphenyl)methoxy]-1,7-phenanthrolin-3-amine